S1(N=NC2=C1C=CC=C2)=S benzothiadiazolethione